O1CCOC2=C1C=CC(=C2)CCN 2-(2,3-Dihydro-benzo[1,4]dioxin-6-yl)-ethylamine